ClC1=CC=C2C(=NC=3N(C2=C1)C=NN3)N(C=3C=C(C=CC3)C#CC3OCC3O)C ((3-((8-chloro-[1,2,4]triazolo[4,3-a]quinazolin-5-yl)(methyl)amino)phenyl)ethynyl)oxetan-3-ol